7-(2-{5-[(7R)-7-amino-2-azabicyclo[2.2.1]heptane-2-carbonyl]-7-methoxy-1-methyl-1H-1,3-benzodiazol-2-yl}-1-(cyclopropylmethyl)-1H-pyrrolo[2,3-b]pyridin-6-yl)quinolin-4-ol N[C@H]1C2N(CC1CC2)C(=O)C2=CC1=C(N(C(=N1)C1=CC=3C(=NC(=CC3)C3=CC=C4C(=CC=NC4=C3)O)N1CC1CC1)C)C(=C2)OC